COC1=CC=C(C=C1)C(=O)C1OC1C1=CC=CC=C1 (4-methoxyphenyl)(3-phenyloxiran-2-yl)methanone